FC=1C(=C(C(=NC1)F)C(F)(F)F)CCC(=O)O difluoro-3-(trifluoromethyl)-4-pyridinepropanoic acid